BrC1=C(C(=CC=C1)F)NC1=NC=CC=N1 N-(2-bromo-6-fluoro-phenyl)pyrimidin-2-amine